dimethyldithiocarbonate (S,S'-dimethyl dithiocarbonate) CSC(O)=SC.CSC(OC)=S